(3-acryloxypropyl)tri(trimethylsiloxy)silane C(C=C)(=O)OCCC[Si](O[Si](C)(C)C)(O[Si](C)(C)C)O[Si](C)(C)C